BrC=1C=C2CN3C(C2=CC1)=NC=C3C(F)(F)F 7-bromo-3-(trifluoromethyl)-5H-imidazo[2,1-a]isoindole